ClC=1C(=C2C(=NC1)NC(=N2)C2=CC=C(C=C2)N2CCN(CC2)CCOC)NC2CCN(CC2)CC=2C(=NN(C2C)C)C 6-Chloro-2-{4-[4-(2-methoxyethyl)piperazin-1-yl]phenyl}-N-{1-[(1,3,5-trimethyl-1H-pyrazol-4-yl)methyl]piperidin-4-yl}-3H-imidazo[4,5-b]pyridin-7-amine